O=C1NC(CC[C@H]1N(C=1C=C(C=CC1)C1CCN(CC1)C(=O)OC(C)(C)C)C)=O tert-butyl (R)-4-(3-((2,6-dioxopiperidin-3-yl)(methyl)amino)phenyl)piperidine-1-carboxylate